C(C)OC([C@@H](C[C@@H](CC1=CC=C(C=C1)C1=CC=CC=C1)N)C)=O (2R,4S)-5-([1,1'-biphenyl]-4-yl)-4-amino-2-methyl-pentanoic acid ethyl ester